9,9-diheptyloxy-2-nonanol C(CCCCCC)OC(CCCCCCC(C)O)OCCCCCCC